2-(1H-pyrrolo[2,3-b]pyridine-4-carboxamido)benzo[d]thiazole-6-carboxylic acid N1C=CC2=C1N=CC=C2C(=O)NC=2SC1=C(N2)C=CC(=C1)C(=O)O